BrC1=C(C=C(C=C1)CO)N(C)C (4-bromo-3-(dimethylamino)phenyl)methanol